1-docosanoyl-2-nonadecanoyl-glycero-3-phospho-(1'-sn-glycerol) CCCCCCCCCCCCCCCCCCCCCC(=O)OC[C@H](COP(=O)(O)OC[C@H](CO)O)OC(=O)CCCCCCCCCCCCCCCCCC